N1CC(C1)C=1C=NNC1 4-(azetidin-3-yl)-1H-pyrazole